1-{5-[(tert-butoxycarbonyl) amino]-3-fluoropyridin-2-yl}-2-chloroethyl methanesulfonate CS(=O)(=O)OC(CCl)C1=NC=C(C=C1F)NC(=O)OC(C)(C)C